2-(2,6-dioxopiperidin-3-yl)-4-(4-((4-ethylpiperidin-1-yl)methyl)-3-methylbenzylamino)isoindoline-1,3-dione O=C1NC(CCC1N1C(C2=CC=CC(=C2C1=O)NCC1=CC(=C(C=C1)CN1CCC(CC1)CC)C)=O)=O